4-(perfluoropropane-2-yl)-2-(trifluoromethyl)aniline FC(C(C(F)(F)F)(C1=CC(=C(N)C=C1)C(F)(F)F)F)(F)F